NC1=C(C=CC(=C1)C=1C=NC=CC1)NC(OC(C)(C)C)=O tert-butyl (2-amino-4-(pyridin-3-yl)phenyl)carbamate